ClC=1C(=NC=CC1)C(=O)O chloro-picolinic acid